2-(chloromethyl)thiazole-4-carboxylic acid ClCC=1SC=C(N1)C(=O)O